C(C)C(COCC(CCCC)CC)CCCC mono-2-ethylhexylether